[3-methyl-5-(1-piperidylsulfonyl)indol-1-yl]-N-[[4-(1H-pyrazol-5-yl)phenyl]methyl]propanamide CC1=CN(C2=CC=C(C=C12)S(=O)(=O)N1CCCCC1)C(C(=O)NCC1=CC=C(C=C1)C1=CC=NN1)C